2-bromo-N-hydroxy-4-((3-(quinolin-8-yl)ureido)methyl)benzamide BrC1=C(C(=O)NO)C=CC(=C1)CNC(=O)NC=1C=CC=C2C=CC=NC12